2-(propan-2-yl)-3-(tetramethyl-1,3,2-dioxaborolan-2-yl)pyridineformamidine tribromide [Br-].[Br-].[Br-].CC(C)C1(NC=CC=C1B1OC(C(O1)(C)C)(C)C)C(=N)N